[2H][C-]([2H])[2H].[Mg+2].[I-] Methyl-d3-Magnesium iodide